C(C(C)C)C=1N=CC2=C(N1)NC=C2C2=NC=1N(C=C2)N=CC1 2-Isobutyl-5-(pyrazolo[1,5-a]pyrimidin-5-yl)-7H-pyrrolo[2,3-d]pyrimidine